Ammonium methyl (2-hydroxyethyl) sulfate S(=O)(=O)(OC)OCCO.[NH4+]